O1COC2=C1C=CC(=C2)C(CCN(C(CCOCCNC(OC(C)(C)C)=O)=O)CC2=CC=CC=C2)C2=C(C=CC=C2)OC tert-Butyl (2-(3-((3-(benzo[d][1,3]dioxol-5-yl)-3-(2-methoxyphenyl)propyl)(benzyl) amino)-3-oxopropoxy)ethyl)carbamate